The molecule is an S-substituted N-acetyl-L-cysteine in which the S-substitutuent is specified as 5-acetamido-2-hydroxyphenyl. It has a role as a drug metabolite, a human urinary metabolite and a rat metabolite. It is a member of acetamides, an organic sulfide, a member of phenols and a S-substituted N-acetyl-L-cysteine. It derives from a paracetamol. It is a conjugate acid of a S-(5-acetamido-2-hydroxyphenyl)-N-acetyl-L-cysteinate. CC(=O)NC1=CC(=C(C=C1)O)SC[C@@H](C(=O)O)NC(=O)C